di(4-methylheptyl) carbonate C(OCCCC(CCC)C)(OCCCC(CCC)C)=O